ClC1=CC(=C(C=C1)C1=C2C=C(C(=NC2=CC(=N1)C1CC(OCC1)C1=CC(=NC=C1)C)C)C)F 5-(4-chloro-2-fluorophenyl)-2,3-dimethyl-7-(2-(2-methylpyridin-4-yl)tetrahydro-2H-pyran-4-yl)-1,6-naphthyridine